α,α-Diethylpropiolacton C(C)C1(C(=O)OC1)CC